1-(4-azido-2-nitrophenyl)-4-methylpiperazine N(=[N+]=[N-])C1=CC(=C(C=C1)N1CCN(CC1)C)[N+](=O)[O-]